C1N(CCC2=CC=CC=C12)C[C@@H]1[C@H](OC(O1)(C)C)CN ((4R,5R)-5-((3,4-dihydroisoquinolin-2(1H)-yl)methyl)-2,2-dimethyl-1,3-dioxolan-4-yl)methylamine